N-((4S,5R)-4-(3-(2,2-dichloroacetamido)phenyl)-7-ethyl-3-methyl-6-oxo-1-phenyl-4,5,6,7-tetrahydro-1H-pyrazolo[3,4-b]pyridin-5-yl)-3-(trifluoromethyl)benzamide ClC(C(=O)NC=1C=C(C=CC1)[C@H]1C2=C(N(C([C@@H]1NC(C1=CC(=CC=C1)C(F)(F)F)=O)=O)CC)N(N=C2C)C2=CC=CC=C2)Cl